tert-butyl (3,6,9,12,15,18-hexaoxahenicos-20-yn-1-yl)carbamate C(COCCOCCOCCOCCOCCOCC#C)NC(OC(C)(C)C)=O